FC(C(=O)NC=1SC(=CN1)C)(F)C=1C=C(C=CC1)C=1C=CC(=NC1)NC(C=CCN(C)C)=O N-(5-(3-(1,1-difluoro-2-((5-methylthiazol-2-yl)amino)-2-oxoethyl)phenyl)pyridin-2-yl)-4-(dimethylamino)but-2-enamide